O[C@H]1[C@H](O)[C@@H](O)[C@H](O)CO1 Beta-D-xylose